BrC=1C=C(C=NC1)[C@H](C#N)C |r| racemic-2-(5-bromopyridin-3-yl)propanenitrile